S(CC(=O)N1CC(CCC1)CCO)CC(=O)N1CC(CCC1)CCO 2,2'-thiobis(1-(3-(2-hydroxyethyl)piperidin-1-yl)ethan-1-one)